CC1=C(C=CC=C1C)N1CCN(CC1)C(CN1N=C(C2=C1CCC2)C(=O)N2CC(CC2)NC(C)=O)=O N-[1-(1-{2-[4-(2,3-Dimethylphenyl)piperazin-1-yl]-2-oxoethyl}-1,4,5,6-tetrahydrocyclopenta[c]pyrazol-3-carbonyl)pyrrolidin-3-yl]acetamid